tert-Butyl 1-(6-(2-amino-2-oxo-1-phenylethylthio)-5-cyano-4-ethyl-3-methylpyridin-2-yl)piperidin-4-ylcarbamate NC(C(SC1=C(C(=C(C(=N1)N1CCC(CC1)NC(OC(C)(C)C)=O)C)CC)C#N)C1=CC=CC=C1)=O